F[C@@]1([C@H](O)[C@H](O)[C@@H](CO)O1)N1C(=O)N=C(N)C=C1 Fluoro-cytidine